5-(2-fluoro-6-hydroxy-4-(((5-methoxypyridin-2-yl)amino)methyl)phenyl)-1,2,5-thiadiazolidin-3-one 1,1-dioxide FC1=C(C(=CC(=C1)CNC1=NC=C(C=C1)OC)O)N1CC(NS1(=O)=O)=O